BrC=1C=C(C=CC1)C(CC1=CC=CC2=CC=CC(=C12)O)=O 1-(3-bromophenyl)-2-(8-hydroxynaphthalen-1-yl)ethan-1-one